COC(C1=C(C(=CC=C1)NC1=CC(=NC=C1C(C)=O)Cl)OC)=O 3-((5-acetyl-2-chloropyridin-4-yl)amino)-2-methoxybenzoic acid methyl ester